CC1(C(=O)OC(CC1)C)C dimethyl-δ-caprolactone